C1(CC1)COC1CC(C1)C(=O)NC=1SC(=CN1)OC=1C=NC(=CC1)N1CCOCC1 3-(cyclopropylmethoxy)-N-(5-((6-morpholinopyridin-3-yl)oxy)thiazol-2-yl)cyclobutane-1-carboxamide